6-(3,5-di-tert-butyl-2-hydroxyphenylamino)-1,3,5-triazine-2,4-dithiol C(C)(C)(C)C=1C(=C(C=C(C1)C(C)(C)C)NC1=NC(=NC(=N1)S)S)O